(4-(((3R,4R)-1-(2-cyanoacetyl)-4-methylpiperidin-3-yl)(methyl)amino)-7H-pyrrolo[2,3-d]pyrimidine-7-carbonyl)-L-lysine methyl ester hydrochloride Cl.COC([C@@H](NC(=O)N1C=CC2=C1N=CN=C2N(C)[C@H]2CN(CC[C@H]2C)C(CC#N)=O)CCCCN)=O